monohydroxy-1,2-propylene glycol OC(CO)(C)O